C(C)(C)(C)S(=O)(=O)[O-] tertiary butyl-sulfonate